Potassium N-lauroylaspartate C(CCCCCCCCCCC)(=O)N[C@@H](CC(=O)[O-])C(=O)[O-].[K+].[K+]